C(C)N(C(CCl)=O)CC N,N-diethyl-2-chloroacetamide